1-(6-((4-(4-(1-(4-hydroxyphenyl)-2-phenylbut-1-en-1-yl)phenyl)piperazin-1-yl)methyl)pyridazin-3-yl)dihydropyrimidine-2,4(1H,3H)-dione OC1=CC=C(C=C1)C(=C(CC)C1=CC=CC=C1)C1=CC=C(C=C1)N1CCN(CC1)CC1=CC=C(N=N1)N1C(NC(CC1)=O)=O